4-[[5-[2-(2-amino-3-pyridyl)-6-isopropoxy-benzimidazol-1-yl]-2-pyridyl]carbamoyl]benzoic acid NC1=NC=CC=C1C1=NC2=C(N1C=1C=CC(=NC1)NC(=O)C1=CC=C(C(=O)O)C=C1)C=C(C=C2)OC(C)C